C(C(=C)C)(=O)OC(C)COC(C)COC(C)COC(C)COC(C)COC(C)COC(C)COC(C)COC(C)COC(C)COC(C)COC(C)COC(C(=C)C)=O Dodecapropylenglycol dimethacrylat